P(=O)([O-])([O-])[O-].[Y+3] yttrium(III) phosphate